ethyl 2,2-dimethyl-3-(((trifluoromethyl)sulfonyl)oxy)propanoate CC(C(=O)OCC)(COS(=O)(=O)C(F)(F)F)C